3,5-Dichloro-4-methoxybenzoic acid ClC=1C=C(C(=O)O)C=C(C1OC)Cl